6-(3-bromo-7,8-dihydro-5H-1,6-naphthyridin-6-yl)-4,5-dimethyl-pyridazine-3-carboxylic acid BrC=1C=NC=2CCN(CC2C1)C1=C(C(=C(N=N1)C(=O)O)C)C